C(C1=CC=CC=C1)C1=C(N=C(S1)C1=CC=CC=C1)CN1C2=C(OC(C1=O)(C)C)C=CC(=C2)C(=O)NO 4-((5-benzyl-2-phenylthiazol-4-yl)methyl)-N-hydroxy-2,2-dimethyl-3-oxo-3,4-dihydro-2H-benzo[b][1,4]oxazine-6-carboxamide